CC1=CC=C(C=C1)C=1C=NC2=CC=CC=C2C1 3-(4-methylphenyl)quinolin